(R)-N-(1-(2,3-dihydro-1H-indol-5-yl)ethyl)-4-fluorobenzamide hydrobromide Br.N1CCC2=CC(=CC=C12)[C@@H](C)NC(C1=CC=C(C=C1)F)=O